NC=1C2=C(N=CN1)N(C(=C2C2=CC=C(C=C2)Cl)C#CC2CN(C2)[C@H]2[C@H](CN(CC2)C(C=C)=O)O)C(C)C 1-((3S,4R)-4-(3-((4-amino-5-(4-chlorophenyl)-7-isopropyl-7H-pyrrolo[2,3-d]pyrimidin-6-yl)ethynyl)azetidin-1-yl)-3-hydroxypiperidin-1-yl)prop-2-en-1-one